7-Methyl-3-[(1r,4r)-4-(2-fluoro-4-methyl-3-pyridyl)cyclohexyl]-1-{[3-(2,2,2-trifluoroethyl)-2-pyridyl]methyl}-1,8-diaza-2(1H)-naphthalenone CC1=CC=C2C=C(C(N(C2=N1)CC1=NC=CC=C1CC(F)(F)F)=O)C1CCC(CC1)C=1C(=NC=CC1C)F